IC1=CC=C(C=C1)N1C(C(=CC2=CC=C(C=C12)C(F)(F)F)C(=O)[O-])=O 1-(4-iodophenyl)-2-oxo-7-(trifluoromethyl)-1,2-dihydroquinoline-3-carboxylate